CNC(=NC)NCCC[C@@H](C(=O)O)N The molecule is a L-arginine derivative having two methyl groups at the N(omega)- and N'(omega)-positions It has a role as an EC 1.14.13.39 (nitric oxide synthase) inhibitor. It is a member of guanidines, a non-proteinogenic L-alpha-amino acid, a L-arginine derivative and a dimethylarginine. It is a tautomer of a N(omega),N'(omega)-dimethyl-L-arginine zwitterion.